N[C@@H]1[C@@H](CCCC1)O (1R,2S)-2-aminocyclohexan-1-ol